FC1(C(C=2C(=CN(C2CC1)C=1C=CC(=C(C#N)C1)F)C(F)(F)F)O)F 5-(5,5-difluoro-4-hydroxy-3-(trifluoromethyl)-4,5,6,7-tetrahydro-1H-indol-1-yl)-2-fluorobenzonitrile